para-methoxy-N-methylaniline COC1=CC=C(NC)C=C1